C(C1=CC=CC=C1)OC(=O)N1CC(CCC1)C(=O)NNC(C1=CC=CC=C1)=O 3-(2-Benzoylhydrazine-1-carbonyl)piperidine-1-carboxylic acid benzyl ester